1-((3aR,5s,6aS)-5-(3-(oxazol-2-yl)phenoxy)octahydrocyclopenta[c]pyrrole-2-carbonyl)-1H-pyrazole-3-carboxylic acid tert-butyl ester C(C)(C)(C)OC(=O)C1=NN(C=C1)C(=O)N1C[C@@H]2[C@H](C1)CC(C2)OC2=CC(=CC=C2)C=2OC=CN2